C(#N)CN1CCC(CC1)N1N=CC(=C1)C1=C2C(=NC(=C1)NC(=O)C1CC1)NC=C2 N-(4-(1-(1-(cyanomethyl)piperidin-4-yl)-1H-pyrazol-4-yl)-1H-pyrrolo[2,3-b]pyridin-6-yl)cyclopropylcarboxamide